C(C)(C)(C)C1=CC2=CC(=C3C=C(C=C4C(=C(C(=C1)C2=C43)C4=CC=C(C=C4)OC)C4=CC=C(C=C4)OC)C(C)(C)C)C4=CC=C(C=C4)OC 2,7-di-t-butyl-4,5,9-tris(4-methoxyphenyl)-pyrene